FC(C1=C(C=NN1C)C=O)F (5-(difluoromethyl)-1-methyl-1H-pyrazol-4-yl)methanone